FC1=C(C=C(C(=C1O)F)C(F)(F)F)C1=NN(C2=C1C=NC(=C2)N2C1(CC1)C(NCC2)=O)C 4-(3-(2,4-Difluoro-3-hydroxy-5-(trifluoromethyl)phenyl)-1-methyl-1H-pyrazolo[4,3-c]pyridin-6-yl)-4,7-diazaspiro[2.5]octan-8-one